(3R)-3-[[6-[cyclopropyl-[[4-(trifluoromethyl)phenyl]methyl]amino]-5-fluoro-pyrimidin-4-yl]amino]-5-phenyl-pentanoic acid C1(CC1)N(C1=C(C(=NC=N1)N[C@@H](CC(=O)O)CCC1=CC=CC=C1)F)CC1=CC=C(C=C1)C(F)(F)F